5,7-Dichloro-2-methylpyrido[3,4-b]pyrazine ClC1=NC(=CC=2C1=NC=C(N2)C)Cl